(3R,4R)-4-((E)-2-((tert-butoxycarbonyl)imino)-4,4-diethyl-6-oxotetrahydropyrimidin-1(2H)-yl)-3-(methoxymethyl)chroman-6-carboxylic acid methyl ester COC(=O)C=1C=C2[C@@H]([C@@H](COC2=CC1)COC)N1/C(/NC(CC1=O)(CC)CC)=N/C(=O)OC(C)(C)C